C(C(=C)C)(=O)OCCOC(=O)NCC(CC(CCNC(=O)OCCOC(C(=C)C)=O)(C)C)C 1,6-Bis[2-methacryloyloxyethoxycarbonylamino]-2,4,4-trimethyl-hexane